C1C2=C(C3=CC=CC=C31)C(=C(C=C2)O)O The molecule is a member of the class of hydroxyfluorenes that is 9H-fluorene substituted by hydroxy groups at positions 3 and 4. It has a role as a mouse metabolite.